C(C)(C)(C)OC(C1=CN=C(C=C1I)Cl)=O 6-chloro-4-iodonicotinic acid tert-butyl ester